C(C)(C)(C)OC(N[C@@H](C)C1=NC2=CC=CC(=C2C(N1C1CC(C1)CO)=O)Cl)=O (S)-(1-(5-chloro-3-(3-(hydroxymethyl)cyclobutyl)-4-oxo-3,4-dihydroquinazolin-2-yl)ethyl)carbamic acid tert-butyl ester